CC1=C(C=CC=C1)CN1CCC2=CC(=CC=C12)S(=O)(=O)N 2,3-Dihydro-1-[(2-methylphenyl)methyl]-1H-indole-5-sulfonamide